benzofuran-6-carbaldehyde O1C=CC2=C1C=C(C=C2)C=O